BrC1=CC(=C(C=C1)NC(=O)[C@@H]1N(CCC1)C(=O)NC1=CC=C(C=C1)C(C)C)F (2R)-N2-(4-bromo-2-fluorophenyl)-N1-[4-(propan-2-yl)phenyl]pyrrolidine-1,2-dicarboxamide